C(CC)OC([C@@](CC1=CC(=C(C=C1)O)O)(C)N)=O.O=C1NC(CCC1N1C(C2=CC=C(C=C2C1)CNC(C(C1=CC(=CC=C1)OCCNC)(F)F)=O)=O)=O N-((2-(2,6-dioxopiperidin-3-yl)-1-oxoisoindolin-5-yl)methyl)-2,2-difluoro-2-(3-(2-(methylamino)ethoxy)phenyl)acetamide propyl-(S)-2-amino-3-(3,4-dihydroxyphenyl)-2-methylpropionate